O1C(=CC=C1C(=O)[O-])C(=O)OC1C(C(C1(C)C)OC(=O)C=1OC(=CC1)C(=O)[O-])(C)C (2,2,4,4-tetramethylcyclobutane-1,3-diyl) bis(furan-2,5-dicarboxylate)